1-(5-{[(5-Chlorothiophen-2-yl)methyl]amino}-3-(pyrrolidin-2-yl)-1H-pyrazol-1-yl)-3-methoxy-2,2-dimethylpropan-1-on ClC1=CC=C(S1)CNC1=CC(=NN1C(C(COC)(C)C)=O)C1NCCC1